2-oxopiperidine-3-carboxamide O=C1NCCCC1C(=O)N